C1CCC(CC1)NC2=CC=C(C=C2)NC3=CC=CC=C3 N-phenyl-N-cyclohexyl-p-phenylenediamine